methyl ((1S,3S)-3-(4-(isopropylamino)-6-(1H-pyrazol-4-yl)quinoline-3-carboxamido)cyclopentyl)carbamate C(C)(C)NC1=C(C=NC2=CC=C(C=C12)C=1C=NNC1)C(=O)N[C@@H]1C[C@H](CC1)NC(OC)=O